C1(CCCCC1)S(=O)(=O)NC(C1=CC=C(C=C1)N1[C@@H]2C[C@H]([C@H](C1)C2)OCC=2C(=NOC2C2CC2)C2=C(C=CC=C2Cl)Cl)=O N-(cyclohexanesulfonyl)-4-[(1S,4S,5R)-5-[[5-cyclopropyl-3-(2,6-dichlorophenyl)-1,2-oxazol-4-yl]methoxy]-2-azabicyclo[2.2.1]heptan-2-yl]benzamide